3-[4-[3-iodo-1-(2-trimethylsilylethoxymethyl)pyrazolo[3,4-c]pyridin-5-yl]-2-methyl-pyrazol-3-yl]oxypropan-1-ol IC1=NN(C2=CN=C(C=C21)C2=C(N(N=C2)C)OCCCO)COCC[Si](C)(C)C